[C@@H]12COC[C@@H](CC1)C2N (1R,5S,8s)-3-oxabicyclo[3.2.1]octan-8-amine